O1C(=CC=C1)C1=CC(=NC(=N1)SC)NC1=C(C=C(C=C1)OC)[N+](=O)[O-] 6-(furan-2-yl)-N-(4-methoxy-2-nitrophenyl)-2-(methylsulfanyl)pyrimidin-4-amine